CC1=CC(=NC(=N1)N1CC(CCC1)C(F)(F)F)C(=O)OC methyl 6-methyl-2-(3-(trifluoromethyl)piperidin-1-yl)pyrimidine-4-carboxylate